[K+].OC1=CC=C(C=C1)CCC(=O)NC1=C(C(=O)[O-])C=CC=C1 2-(3-(p-hydroxyphenyl)-propionamido)-benzoic acid potassium salt